ClC1=C(C=CC=C1)NC1=NN(C2=NC(=CN=C21)N2CCC(CC2)(C)CNC(OCC2=CC=CC=C2)=O)C2OCCCC2 Benzyl ((1-(3-((2-chlorophenyl)amino)-1-(tetrahydro-2H-pyran-2-yl)-1H-pyrazolo[3,4-b]pyrazin-6-yl)-4-methylpiperidin-4-yl)methyl)carbamate